ClC=1C(N(C(=NC1[C@@H]1[C@H](C1)C1=NC=C(C=N1)F)C)C1=C(C(=NC=C1C)Cl)F)=O 5-chloro-3-((R)-2-chloro-3-fluoro-5-methylpyridin-4-yl)-6-((1S,2S)-2-(5-fluoropyrimidin-2-yl)cyclopropyl)-2-methylpyrimidin-4(3H)-one